OC1(CC2C(CN(C2)C(=O)NC=2C=NC=CC2)C1)C1=CC=CC=C1 5-hydroxy-5-phenyl-N-(pyridin-3-yl)-octahydrocyclopenta[c]pyrrole-2-carboxamide